CO[Si]1(OCCC([Si](SCCC1)(C)C)(C)C)C 3-methoxy-3,8,8,9,9-pentamethyl-2-oxa-7-thia-3,8-disilecane